4-bromo-(trifluoromethylthio)benzene BrC1=CC=C(C=C1)SC(F)(F)F